(S)-2-((1-(3-(4-isopropylphenyl)-1,2,4-oxadiazol-5-yl)ethyl)carbamoyl)-4-methoxypyridin-3-yl propionate C(CC)(=O)OC=1C(=NC=CC1OC)C(N[C@@H](C)C1=NC(=NO1)C1=CC=C(C=C1)C(C)C)=O